CCCCN(CCCC)CCCC N,N-dibutylbutan-1-amine